(2-(5-((6-methylbenzo[d]thiazol-2-yl)methyl)-5H-imidazo[4,5-c]pyridin-2-yl)phenyl)methanol CC1=CC2=C(N=C(S2)CN2C=C3C(C=C2)=NC(=N3)C3=C(C=CC=C3)CO)C=C1